OC1=CC=C(C=C1)[C@@H]1OC2=C(C(=CC=C2[C@@H](C1)C1=CC=C(C=C1)OC)OC)C cis-(4-hydroxyphenyl)-4-(4-methoxyphenyl)-7-methoxy-8-methylchroman